O=C1CCCC2=C(N1)C=CC(=C2)C(=O)NC2=CC(=CC=C2)C#CC2=NC=CC=C2 2-OXO-N-(3-(PYRIDIN-2-YLETHYNYL)PHENYL)-2,3,4,5-TETRAHYDRO-1H-BENZO[B]AZEPINE-7-CARBOXAMIDE